FC1=CC=C(OC2=CC=C(C=C2)B(O)O)C=C1 4-(4-fluorophenoxy)phenylboronic acid